[2-({5-[(2R)-4-[4-chloro-2-(trifluoromethyl)benzoyl]-2-ethylpiperazin-1-yl]-2'-ethoxy-[2,3'-bipyridin]-6-yl}oxy)ethyl](methyl)amine formate C(=O)O.ClC1=CC(=C(C(=O)N2C[C@H](N(CC2)C=2C=CC(=NC2OCCNC)C=2C(=NC=CC2)OCC)CC)C=C1)C(F)(F)F